4,6-dihydrazinopyrimidine N(N)C1=NC=NC(=C1)NN